FC1=C(C=CC=C1F)C1(CNC1)O 3-(2,3-difluorophenyl)azetidin-3-ol